(6S)-6-[2-Chloro-3-(pyridin-3-ylamino)phenyl]-2-imino-6-methyl-3-(tetrahydropyran-4-yl)hexahydropyrimidin-4-one ClC1=C(C=CC=C1NC=1C=NC=CC1)[C@@]1(CC(N(C(N1)=N)C1CCOCC1)=O)C